ClC1=CC2=C(C(=N1)N[C@@H](C(F)(F)F)C)N=C(N2)CC(=O)OCC ethyl (6-chloro-4-{[(2R)-1,1,1-trifluoropropan-2-yl]amino}-1H-imidazo[4,5-c]pyridin-2-yl)acetate